6-({1-[(4R)-4-amino-L-prolyl]azetidin-3-yl}oxy)-3-(2-boronoethyl)-2-hydroxybenzoic acid N[C@@H]1C[C@H](NC1)C(=O)N1CC(C1)OC1=CC=C(C(=C1C(=O)O)O)CCB(O)O